2-(2-chloro-N-(2-((5-chloro-2-(4-chloro-1H-1,2,3-triazol-1-yl)phenyl)amino)-2-oxoethyl)acetamido)-3-(1-methyl-1H-pyrazol-4-yl)propanoic acid methyl ester COC(C(CC=1C=NN(C1)C)N(C(CCl)=O)CC(=O)NC1=C(C=CC(=C1)Cl)N1N=NC(=C1)Cl)=O